ClC=1C(=NC=CC1)N1N=C(C=C1C(=O)NC=1C(=C2C=CC(=NC2=CC1C(=O)N)C(F)(F)F)C)C(F)(F)F 6-[[2-(3-chloro-2-pyridyl)-5-(trifluoromethyl)pyrazole-3-carbonyl]amino]-5-methyl-2-(trifluoromethyl)quinoline-7-carboxamide